NC1=NC=CC=C1C1=NC=2C(=NC(=CC2)C2=CC=CC=C2)N1C=1C=CC(=NC1)N1CC(CC1)C(C(=O)OC)C methyl 2-[1-[5-[2-(2-amino-3-pyridyl)-5-phenyl-imidazo[4,5-b]pyridin-3-yl]-2-pyridyl]pyrrolidin-3-yl]propanoate